C(#N)C1=CC=C(C=C1)NC(CC1=CC(=CC=2N1C=NC2)Cl)=O N-(4-cyanophenyl)-2-(7-chloroimidazo[1,5-a]pyridin-5-yl)acetamide